2-(1-((1r,4r)-4-(cyanomethyl)cyclohexyl)-1,6-dihydroimidazo[4,5-d]pyrrolo[2,3-b]pyridin-2-yl)-N-((1r,4r)-4-hydroxycyclohexyl)acetamide C(#N)CC1CCC(CC1)N1C(=NC=2C1=C1C(=NC2)NC=C1)CC(=O)NC1CCC(CC1)O